3-(iodomethyl)-1-(tetrahydrofurane-3-yl)piperidine ICC1CN(CCC1)C1COCC1